FC=1C(=C(C=CC1F)[C@H]1[C@@H](S[C@](C1)(C(F)(F)F)C)C(=O)NC1=CC(=C(C=C1)B(O)O)C(=O)OC)OC (4-((2R,3S,5R)-3-(3,4-difluoro-2-methoxyphenyl)-5-methyl-5-(trifluoromethyl)tetrahydrothiophene-2-carboxamido)-2-(methoxycarbonyl)phenyl)boronic acid